(1R,3aR,6aS)-N-((R)-1-cyano-2-((R)-2-oxopiperidin-3-yl)ethyl)-2-(4-fluoro-6-methyl-7-chloro-1H-indole-2-carbonyl)-5,5-difluorooctahydrocyclopenta[c]pyrrole-1-carboxamide C(#N)[C@@H](C[C@@H]1C(NCCC1)=O)NC(=O)[C@@H]1N(C[C@H]2[C@@H]1CC(C2)(F)F)C(=O)C=2NC1=C(C(=CC(=C1C2)F)C)Cl